(R)-1-(6-chloropyridin-3-yl)ethan-1-amine ClC1=CC=C(C=N1)[C@@H](C)N